C(#N)C1=CC(=C(C=N1)OC1=CC(=C2C(=N1)N(C=N2)C)NC2=CC=C(N=N2)C(=O)N(C)C)C 6-[[5-[(6-cyano-4-methyl-3-pyridyl)oxy]-3-methyl-imidazo[4,5-b]pyridin-7-yl]amino]-N,N-dimethyl-pyridazine-3-carboxamide